(S)-1-(3-(5-amino-5,7-dihydrospiro[cyclopenta[b]pyridine-6,4'-piperidin]-1'-yl)-6-(2,3-dichlorophenyl)-5-methylpyrazin-2-yl)cyclopropane-1-ol N[C@@H]1C=2C(=NC=CC2)CC12CCN(CC2)C=2C(=NC(=C(N2)C)C2=C(C(=CC=C2)Cl)Cl)C2(CC2)O